N-{3-[5-trifluoromethyl-1-(4-fluorophenyl)-1,3-dihydroisobenzofuran-1-yl]-1-propyl}-N-methylglycine FC(C=1C=C2COC(C2=CC1)(C1=CC=C(C=C1)F)CCCN(CC(=O)O)C)(F)F